C(C)OC(CCC1CCC2(OCCO2)CC1)=O 3-(1,4-dioxaspiro[4.5]decan-8-yl)propionic acid ethyl ester